methyl 4-cyclopropyl-3-(N-(5-(1-methyl-1,2,4-triazol-5-yl)-2-(pyrrol-1-yl)phenyl)sulfamoyl)benzoate C1(CC1)C1=C(C=C(C(=O)OC)C=C1)S(NC1=C(C=CC(=C1)C1=NC=NN1C)N1C=CC=C1)(=O)=O